3-((2-carbamoylphenyl)carbamoyl)piperidine-1-carboxylic acid tert-butyl ester C(C)(C)(C)OC(=O)N1CC(CCC1)C(NC1=C(C=CC=C1)C(N)=O)=O